CC(C)(C)S(=O)NC(C)C1=CC(=NO1)C1=CC(=NC=C1)C(F)(F)F 2-methyl-N-[1-[3-[2-(trifluoromethyl)-4-pyridyl]isoxazol-5-yl]ethyl]propane-2-sulfinamide